ophiobolane C[C@H]1CC[C@H]2[C@H](CC[C@@]2(C[C@H]3[C@@H]1CC[C@@H]3C)C)[C@@H](C)CCCC(C)C